2-(4-oxo-2-thioxothiazolidin-3-yl)-2-phenylacetic acid O=C1N(C(SC1)=S)C(C(=O)O)C1=CC=CC=C1